FC1=NC(=C2N=CN(C2=N1)C1OCCCCC1)NCC1=CC=C(C=C1)F 2-fluoro-6-[(4-fluorobenzyl)amino]-9-(oxepan-2-yl)-9H-purine